2-{5-bromo-1H-pyrrolo[2,3-b]pyridin-3-yl}-N-[(1R,3S)-3-{[6-methyl-2-(trifluoromethyl)quinolin-4-yl]amino}cyclohexyl]acetamide BrC=1C=C2C(=NC1)NC=C2CC(=O)N[C@H]2C[C@H](CCC2)NC2=CC(=NC1=CC=C(C=C21)C)C(F)(F)F